C(C)(C)(C)N1N=CC(=C(C1=O)Cl)OCC1=CC=C(C=C1)C#CCCO[Si](C)(C)C(C)(C)C 2-(tert-butyl)-5-((4-(4-((tert-butyldimethylsilyl)oxy)but-1-yn-1-yl)benzyl)oxy)-4-chloropyridazinone